N1-benzyl-4-bromo-N3-phenylbenzene-1,3-dicarboxamide C(C1=CC=CC=C1)NC(=O)C1=CC(=C(C=C1)Br)C(=O)NC1=CC=CC=C1